BrC=1C=CC(=C(C1)O)C=1NC(=CN1)C 5-bromo-2-(5-methyl-1H-imidazol-2-yl)phenol